(12aR)-9-bromo-8,10-dichloro-7-methoxy-3,4,12,12a-tetrahydro-6H-pyrazino[2,1-c][1,4]benzooxazepine-2(1H)-carboxylic acid tert-butyl ester C(C)(C)(C)OC(=O)N1C[C@@H]2COC3=C(CN2CC1)C(=C(C(=C3Cl)Br)Cl)OC